ClC1=C(C(N(C(N1CC#CC=1C=C2C=C(NC2=CC1)C(=O)NC1=CC=CC=C1)=O)C)=O)NC(CCC1=CC=C(C=C1)C)=O 5-(3-(6-chloro-3-methyl-2,4-dioxo-5-(3-(p-tolyl)propanamido)-3,4-dihydropyrimidin-1(2H)-yl)prop-1-yn-1-yl)-N-phenyl-1H-indole-2-carboxamide